tritriacontyl eicos-11-enoate C(CCCCCCCCCC=CCCCCCCCC)(=O)OCCCCCCCCCCCCCCCCCCCCCCCCCCCCCCCCC